(S)- and (R)-2-((4-cyanophenethyl)amino)-N-(5-(1-methyl-1H-pyrazol-4-yl)pyridin-2-yl)-2-phenylacetamide C(#N)C1=CC=C(CCN[C@H](C(=O)NC2=NC=C(C=C2)C=2C=NN(C2)C)C2=CC=CC=C2)C=C1 |r|